ClC1=CN=C2N1C=C(C=N2)C=2C=CN1N=C(N=CC12)N[C@@H]1CC[C@@H](CC1)NC cis-N1-(5-(3-chloroimidazo[1,2-a]pyrimidin-6-yl)pyrrolo[2,1-f][1,2,4]triazin-2-yl)-N4-methylcyclohexane-1,4-diamine